1-bromo-4-(bromomethyl)-2-fluorobenzene BrC1=C(C=C(C=C1)CBr)F